C(C)(C)(C)OC(N(C)C1CN(CCC1)C=1C(=NC=NC1)O)=O.C1(=C(C=CC=C1)N1CCN(CC1)C=O)C (4-(o-tolyl)piperazin-1-yl)methanone tert-butyl-(1-(4-hydroxypyrimidin-5-yl)piperidin-3-yl)(methyl)carbamate